Saccharine sodium [Na].S1(=O)(=O)NC(=O)C2=CC=CC=C12